4-(5-(furan-2-yl)-3-(trifluoromethyl)-1H-pyrazol-1-yl)benzonitrile O1C(=CC=C1)C1=CC(=NN1C1=CC=C(C#N)C=C1)C(F)(F)F